(R)-ammonium thiophosphate P(=S)([O-])([O-])[O-].[NH4+].[NH4+].[NH4+]